ethyl 5-(1-benzylpiperidin-4-yl)-2-diazo-3-oxopentanoate C(C1=CC=CC=C1)N1CCC(CC1)CCC(C(C(=O)OCC)=[N+]=[N-])=O